NC=1C(=CC(=C(C1)C=1C=NC2=CC(=NC=C2C1)N(C)CC1=CC=C(C=C1)OC)C)F 3-(5-amino-4-fluoro-2-methylphenyl)-N-(4-methoxybenzyl)-N-methyl-1,6-naphthyridin-7-amine